[O-]P([O-])(=O)OP(=O)([O-])[O-].[Ni+2].[Zn+2] zinc-nickel pyrophosphate